C(CCC)C(C(=O)OCCCCCCC(=O)OCC(COC(CCCCCCOC(C(CCCCCC)CCCC)=O)=O)(CO)CO)CCCCCC ((2,2-bis(hydroxymethyl)propane-1,3-diyl)bis(oxy))bis(7-oxoheptane-7,1-diyl) bis(2-butyloctanoate)